CC1=NN(C=C1NC1=NC=C(C(=N1)NCCCN1C(CCCCC1)=O)C(F)(F)F)CCCN1CCOCC1 1-(3-((2-((3-Methyl-1-(3-morpholinopropyl)-1H-pyrazol-4-yl)amino)-5-(trifluoromethyl)pyrimidin-4-yl)amino)propyl)azepan-2-on